N-(tert-butoxycarbonyl)-D-valine C(C)(C)(C)OC(=O)N[C@H](C(C)C)C(=O)O